5-amino-1-(2,6-dimethylphenyl)-3-methylpyrazole NC1=CC(=NN1C1=C(C=CC=C1C)C)C